7-isopropyl-1'-(2-methyl-1H-benzo[d]imidazole-6-carbonyl)spiro[isochroman-3,4'-piperidin]-1-one C(C)(C)C1=CC=C2CC3(CCN(CC3)C(=O)C=3C=CC4=C(NC(=N4)C)C3)OC(C2=C1)=O